COC(=O)[C@@]1(CN(CC[C@@H]1C(F)F)C)CC |r| (+-)-(3S,4S)-4-difluoromethyl-3-ethyl-1-methylpiperidine-3-carboxylic acid methyl ester